5-Amino-2-(6-fluoro-3,4-dihydronaphthalen-1-yl)-4-(trifluoromethyl)benzoic acid methyl ester COC(C1=C(C=C(C(=C1)N)C(F)(F)F)C1=CCCC2=CC(=CC=C12)F)=O